tert-butyl 2-(((6-((3,4-dihydroisoquinolin-2(1H)-yl) methyl)-4-oxo-4H-pyran-3-yl) oxy) methyl)-7-azaspiro[3.5]nonane-7-carboxylate C1N(CCC2=CC=CC=C12)CC1=CC(C(=CO1)OCC1CC2(C1)CCN(CC2)C(=O)OC(C)(C)C)=O